C(C)(=O)N1CCN(CC1)C(=O)[C@@H]1C[C@@H](CCC1)NC(=O)NC1=NC=C(C(=C1)C1=C2N(N=C1)CC(C2)(C)C)Cl 1-((1r,3s)-3-(4-acetylpiperazine-1-carbonyl)cyclohexyl)-3-(5-chloro-4-(5,5-dimethyl-5,6-dihydro-4H-pyrrolo[1,2-b]pyrazol-3-yl)pyridin-2-yl)urea